4-amino-1-(4-((dimethylamino)methyl)phenyl)2-oxo-7-(trifluoromethyl)-1,2-dihydroquinoline-3-carboxylic acid methyl ester COC(=O)C=1C(N(C2=CC(=CC=C2C1N)C(F)(F)F)C1=CC=C(C=C1)CN(C)C)=O